OC1=C(C=CC(=C1)C(F)(F)F)C1=NN=C(C(N1C)=O)N[C@H]1C2CCC(CC1)N2C 3-[2-Hydroxy-4-(trifluoromethyl)phenyl]-4-methyl-6-[[(2R)-8-methyl-8-azabicyclo[3.2.1]octan-2-yl]amino]-1,2,4-triazin-5-one